4-(3-((7H-pyrrolo[2,3-d]pyrimidin-4-yl)amino)-4-((S)-3-methylpiperazin-1-yl)phenyl)-2-(thiazol-2-yl)but-3-yn-2-ol N1=CN=C(C2=C1NC=C2)NC=2C=C(C=CC2N2C[C@@H](NCC2)C)C#CC(C)(O)C=2SC=CN2